C(C)(C)(C)OC(=O)N1C[C@H]([C@H](C1)OC)N (3R,4S)-3-amino-4-methoxy-pyrrolidine-1-carboxylic acid tert-butyl ester